(E)-1-(2,4-dibromo-3-(methoxy-d3)benzylidene)-2-ethylhydrazine hydrochloride Cl.BrC1=C(\C=N\NCC)C=CC(=C1OC([2H])([2H])[2H])Br